1-methyl-2,3,4,7-tetrahydroazepine-5-carboxylic acid CN1CCCC(=CC1)C(=O)O